The molecule is a very long-chain fatty acid that is hexacosanoic acid carrying a beta-oxo substituent. It is a very long-chain fatty acid and a 3-oxo fatty acid. It derives from a hexacosanoic acid. CCCCCCCCCCCCCCCCCCCCCCCC(=O)CC(=O)O